6-(1-((5-((methoxy-d3)methyl)-1-methyl-1H-pyrazol-4-yl)sulfonyl)piperidin-4-yl)-7-methyl-[1,2,4]triazolo[1,5-a]pyridine C(OCC1=C(C=NN1C)S(=O)(=O)N1CCC(CC1)C=1C(=CC=2N(C1)N=CN2)C)([2H])([2H])[2H]